[N+](=O)([O-])C1=CC(=C2CC=NCC2=C1)Br 7-nitro-5-bromo-1,4-dihydroisoquinoline